4-(trifluoromethyl)-2-((R)-3-(((2S,3R,4R,5S)-3,4,5-tris(benzyloxy)-2-((benzyloxy)methyl)piperidin-1-yl)methyl)piperidin-1-yl)thiazole FC(C=1N=C(SC1)N1C[C@H](CCC1)CN1[C@H]([C@H]([C@@H]([C@H](C1)OCC1=CC=CC=C1)OCC1=CC=CC=C1)OCC1=CC=CC=C1)COCC1=CC=CC=C1)(F)F